C(CCCN1N=C(C=C1C(=O)NC1=CC(=CC=C1)F)C1=CC=NC=C1)N1N=C(C=C1C(=O)NC1=CC(=CC=C1)F)C1=CC=NC=C1 1,1'-(butane-1,4-diyl)bis(N-(3-fluorophenyl)-3-(pyridin-4-yl)-1H-pyrazole-5-carboxamide)